[Cr].[Fe].[Pt] platinum-iron-chromium